C1(CC1)N1N=CC(=C1)C1OCCC(C1)C=1C=C(C2=C(N=C(N(C2=O)C)C)N1)C1=C(C=C(C=C1)C(F)(F)F)F 7-(2-(1-cyclopropyl-1H-pyrazol-4-yl)tetrahydro-2H-pyran-4-yl)-5-(2-fluoro-4-(trifluoromethyl)phenyl)-2,3-dimethylpyrido[2,3-d]pyrimidin-4(3H)-one